((3aR,4S,7S,8R,8aR)-4-(13-((2,4-dinitrophenyl)amino)-2,5,8,11-tetraoxatridecyl)-2,2-dimethylhexahydro-4,7-epoxy[1,3]dioxolo[4,5-d]oxepin-8-yl)-2,2,2-trifluoroacetamide [N+](=O)([O-])C1=C(C=CC(=C1)[N+](=O)[O-])NCCOCCOCCOCCOC[C@@]12[C@H]3[C@@H]([C@H]([C@@H](OC1)O2)NC(C(F)(F)F)=O)OC(O3)(C)C